N1-(5-(2-methoxypyridin-3-yl)pyrazin-2-yl)-2-methyl-N3-(5-(methylthio)pyrimidin-2-yl)propane-1,3-diamine COC1=NC=CC=C1C=1N=CC(=NC1)NCC(CNC1=NC=C(C=N1)SC)C